CC(C)(C)OC(=O)N1CCC(CC1)I N-BOC-4-iodopiperidine